4-(4-(2-oxo-1,2-dihydroquinolin-6-yl)phenyl)-N-(pyridin-3-yl)butanamide O=C1NC2=CC=C(C=C2C=C1)C1=CC=C(C=C1)CCCC(=O)NC=1C=NC=CC1